C(C)OC(=O)C1(CCC1)CC=1C=C(C=CC1)C1=CC(=C(C=C1)C=1NC(C2=C(N1)NN=N2)=O)OCC 1-((3'-ethoxy-4'-(7-oxo-6,7-dihydro-3H-[1,2,3]triazolo[4,5-d]pyrimidin-5-yl)-[1,1'-biphenyl]-3-yl)methyl)cyclobutane-1-carboxylic acid ethyl ester